pantothenic acid C(CCNC([C@H](O)C(C)(C)CO)=O)(=O)O